FC=1C=C(CC2=CC(=NC=C2)N2N=CC(=N2)C(=O)N)C=C(C1)C(F)(F)F 2-(4-(3-Fluoro-5-(trifluoromethyl)benzyl)pyridin-2-yl)-2H-1,2,3-triazol-4-carboxamid